3-(N-(3'-chloro-4-(trifluoromethyl)-[1,1'-biphenyl]-2-yl)sulfamoyl)-4-methoxybenzoic Acid ClC=1C=C(C=CC1)C1=C(C=C(C=C1)C(F)(F)F)NS(=O)(=O)C=1C=C(C(=O)O)C=CC1OC